C(C)N\C(=C(/C(=O)OC(COC1=C(C=CC(=C1)N)N)COC1=C(C=CC(=C1)N)N)\C#N)\C(Cl)(Cl)Cl 1,3-bis-(2,5-diaminophenoxy)propan-2-ol ethyl-(Z)-3-amino-4,4,4-trichloro-2-cyanobut-2-enoate